ICCOC1CCN(CC1)C(=O)OC(C)(C)C Tert-Butyl 4-(2-iodoethoxy)piperidine-1-carboxylate